C(C)(=O)NCCN N-Acetyl-ethylene-diamine